C(C)OC1=C(C=C(C=C1)S(=O)(=O)Cl)C1=NN2C(C(N1)=O)=C(N=C2CCC)C 4-ethoxy-3-(5-methyl-4-oxo-7-propyl-3,4-dihydroimidazo[5,1-f][1,2,4]triazin-2-yl)benzenesulfonyl chloride